N(C1=CC=CC=C1)C1=CC=2CC3=CC=C(C=C3C2C=C1C)N(C)CCC 2-anilino-3-methyl-6-(N-propyl-N-methylamino)fluorene